CN1C(=O)C(=O)C2=CC(=CC=C12)F n-methyl-5-fluoroisatin